C(C)OC(=O)C1=NC(=C(N=C1N1CCC(CC1)(C1=CC=CC=C1)CN)C)C1=C(C(=CC=C1)Cl)Cl 3-(4-(aminomethyl)-4-phenylpiperidin-1-yl)-6-(2,3-dichlorophenyl)-5-methylpyrazine-2-carboxylic acid ethyl ester